C1(CC1)C1=C(C(=NN1)N)C 5-cyclopropyl-4-methyl-1H-pyrazol-3-amine